FC(C1=NC(=NO1)C=1C=C2CC[C@H](C2=CC1)NC(=O)C1=NN=CN1C)F (R)-N-(5-(5-(difluoromethyl)-1,2,4-oxadiazol-3-yl)-2,3-dihydro-1H-inden-1-yl)-4-methyl-4H-1,2,4-triazole-3-carboxamide